C(C=C)(=O)NC=1C=C(C=CC1C)C1=C(NC2=NC=C(C=C21)C(=O)NC2CCCCC2)C2=CC=C(C=C2)N2CCN(CC2)C 3-(3-acrylamido-4-methylphenyl)-N-cyclohexyl-2-(4-(4-methylpiperazin-1-yl)phenyl)-1H-pyrrolo[2,3-b]pyridine-5-carboxamide